[1,3-bis(2,4,6-trimethylphenyl)-2-imidazolidinylidene](tri(n-butyl)phosphine) ruthenium dichloride [Ru](Cl)Cl.CC1=C(C(=CC(=C1)C)C)N1C(N(CC1)C1=C(C=C(C=C1C)C)C)=CCCCP(CCCC)CCCC